C(C)(=O)N1[C@@H](CN(C[C@@H]1C)C(C=C)=O)C1=CC(=NC(=C1)Cl)C=1C=C(C(=O)NC)C=CC1 3-(4-((2R,6S)-1-acetyl-4-acryloyl-6-methylpiperazin-2-yl)-6-chloropyridin-2-yl)-N-methylbenzamide